COC=1C=C(C=CC1)SCCC(=O)O 3-(3-methoxyphenylthio)propionic acid